3-(Hexadecyloxy)-5-(tridecyloxy)benzyl 4-(4-methylpiperazin-1-yl)butanoate CN1CCN(CC1)CCCC(=O)OCC1=CC(=CC(=C1)OCCCCCCCCCCCCC)OCCCCCCCCCCCCCCCC